2,6-dichloro-3-trifluoromethyl-phenylboronic acid ClC1=C(C(=CC=C1C(F)(F)F)Cl)B(O)O